C(C1=CC=CC=C1)=C1C(OC2=C1C=CC=C2)=O 3-(benzylidene)benzofuran-2(3H)-one